acrylic acid, N,N-diethylaminoethyl ester C(C=C)(=O)OCCN(CC)CC